ClC=1C=C(C=CC1)C1(CCN(CC1)C1=CN=NC(=C1)C1=C(C=CC=C1)O)C(=O)OC methyl 4-(3-chlorophenyl)-1-(6-(2-hydroxyphenyl)pyridazin-4-yl)piperidine-4-carboxylate